tetraethylammonium bis(2,2,2-trifluoroethyl)phosphate FC(COP(=O)(OCC(F)(F)F)[O-])(F)F.C(C)[N+](CC)(CC)CC